4-(3-nitro-4-phenylmethoxyphenyl)-1H-imidazole [N+](=O)([O-])C=1C=C(C=CC1OCC1=CC=CC=C1)C=1N=CNC1